1-bromo-2-(2,2-difluoroethoxy)-4-methylbenzene BrC1=C(C=C(C=C1)C)OCC(F)F